C(N)(=O)N1CCC(CC1)C(=O)N1CCC2(C(C2)CNC(=O)C2=CC=3C(=CN=CC3)O2)CC1 N-[[6-(1-carbamoylpiperidine-4-carbonyl)-6-azaspiro[2.5]octan-2-yl]methyl]furo[2,3-c]pyridine-2-carboxamide